3-chloro-5-(pyrimidin-4-ylamino)-6-thioxo-1,6-dihydropyridine-2-carboxamide ClC1=C(NC(C(=C1)NC1=NC=NC=C1)=S)C(=O)N